CN[C@@H](CS)C(=O)O N-Methyl-L-Cystein